ClC=1C=C(C2=C(N1)N(C=C2)COCC[Si](C)(C)C)NC2CCCCC2 6-chloro-N-cyclohexyl-1-((2-(trimethylsilyl)ethoxy)methyl)-1H-pyrrolo[2,3-b]pyridin-4-amine